(S)-6-(2-(trifluoromethyl)morpholino)quinoline-4-carboxylic acid FC([C@H]1OCCN(C1)C=1C=C2C(=CC=NC2=CC1)C(=O)O)(F)F